N-(bis(3-(tripropylsilyl)phenyl)phosphaneyl)-N-(2,3-dihydro-1H-inden-2-yl)-1,1-bis(4-(tripropylsilyl)phenyl)phosphanamine C(CC)[Si](C=1C=C(C=CC1)P(N(P(C1=CC=C(C=C1)[Si](CCC)(CCC)CCC)C1=CC=C(C=C1)[Si](CCC)(CCC)CCC)C1CC2=CC=CC=C2C1)C1=CC(=CC=C1)[Si](CCC)(CCC)CCC)(CCC)CCC